2-(dimethylamino)-N-((1S,3r)-3-(4'-((S,E)-4-hydroxy-3-(2-((S)-1-hydroxyethyl)-1H-imidazol-1-yl)but-1-en-1-yl)-[1,1'-biphenyl]-4-yl)cyclobutyl)acetamide CN(CC(=O)NC1CC(C1)C1=CC=C(C=C1)C1=CC=C(C=C1)\C=C\[C@H](CO)N1C(=NC=C1)[C@H](C)O)C